3-(azidomethyl)-N-(2-(difluoromethoxy)-6-methylpyridin-3-yl)-1-(2-isopropylphenyl)cyclobutane-1-carboxamide N(=[N+]=[N-])CC1CC(C1)(C(=O)NC=1C(=NC(=CC1)C)OC(F)F)C1=C(C=CC=C1)C(C)C